NC=1C=C2C(N(C=NC2=CC1)CC(=O)NC1=C(C=CC=C1)F)=O 2-(6-amino-4-oxoquinazolin-3(4H)-yl)-N-(2-fluorophenyl)acetamide